ClC=1C(=CC(=C(C1)N(C(=O)[C@@H]1CC=2C=NC=CC2N1C1=NC(=CC(=C1)C(F)(F)F)C)C)F)F (S)-N-(5-chloro-2,4-difluorophenyl)-N-methyl-1-(6-methyl-4-(trifluoromethyl)pyridin-2-yl)-2,3-dihydro-1H-pyrrolo[3,2-c]pyridine-2-carboxamide